(S)-2-((6-fluoroquinazolin-4-yl)amino)-4-((2-methoxyethyl)(4-(5,6,7,8-tetrahydro-1,8-naphthyridin-2-yl)butyl)amino)butanoic acid FC=1C=C2C(=NC=NC2=CC1)N[C@H](C(=O)O)CCN(CCCCC1=NC=2NCCCC2C=C1)CCOC